4-methoxy-[1-(3-ethyl-3-oxetanylmethoxy)methyl]-benzene COC1=CC=C(C=C1)COCC1(COC1)CC